1-cyclopentyl-2,2,3-trimethylbutan-1-one oxime C1(CCCC1)C(C(C(C)C)(C)C)=NO